C(#N)C=1C=C(C=CC1F)NC(=O)N1CC=2C(=NN3C2C(CC[C@](C3)(O)CC)(F)F)CC1 |o1:22| (R*)-N-(3-Cyano-4-fluorophenyl)-8-ethyl-11,11-difluoro-8-hydroxy-3,4,8,9,10,11-hexahydro-1H-pyrido[4',3':3,4]pyrazolo[1,5-a]azepine-2(7H)-carboxamide